N-(3-(3-((2,6-Dioxopiperidin-3-yl)amino)phenyl)prop-2-yn-1-yl)-5-(8-(4-isopropyl-1,3-dimethyl-2-oxo-2,3-dihydro-1H-imidazo[4,5-c]pyridin-6-yl)isoquinolin-3-yl)-3-methylpicolinamide O=C1NC(CCC1NC=1C=C(C=CC1)C#CCNC(C1=NC=C(C=C1C)C=1N=CC2=C(C=CC=C2C1)C1=CC2=C(C(=N1)C(C)C)N(C(N2C)=O)C)=O)=O